3-[3-[(2R)-2-[(1R)-1-hydroxyethyl]-2-methyl-pyrrolidine-1-carbonyl]-8-methoxy-1-propyl-5,6-dihydropyrrolo[2,1-a]isoquinolin-9-yl]pyridine-2-carbonitrile O[C@H](C)[C@@]1(N(CCC1)C(=O)C1=CC(=C2N1CCC1=CC(=C(C=C21)C=2C(=NC=CC2)C#N)OC)CCC)C